({6-[(1R,2S)-5'-methoxy-2'-oxo-1'H-spiro[cyclopropan-1,3'-indol]-2-yl]-1H-indazol-3-yl}amino)-1-methylpyrazole-3-carbonitrile COC=1C=C2[C@]3(C(NC2=CC1)=O)[C@@H](C3)C3=CC=C1C(=NNC1=C3)NC=3C(=NN(C3)C)C#N